FC(C1=C(COC2=C(C=C(C=C2)\C=C(\C(=O)O)/F)OC)C=CC(=C1)C(F)(F)F)(F)F (Z)-3-(4-((2,4-bis(trifluoromethyl)benzyl)oxy)-3-methoxyphenyl)-2-fluoroacrylic acid